ClC=1C=C2C3=C(NC2=C(C1)C=1C=C2CCCOC2=CC1)C(=NC=C3)C 6-chloro-8-chroman-6-yl-1-methyl-9H-pyrido[3,4-b]indole